C(C)(C)(C)S(=NC(=O)C=1N=C2N(C=CC(=C2)C2=NOC(=N2)C(F)(F)Cl)C1)(=O)C N-(tert-butyl(methyl)(oxo)-λ6-sulfaneylidene)-7-(5-(chlorodifluoromethyl)-1,2,4-oxadiazol-3-yl)imidazo[1,2-a]pyridine-2-carboxamide